3-{3-[(1H-pyrazol-3-yl)amino]phenyl}propanoic acid N1N=C(C=C1)NC=1C=C(C=CC1)CCC(=O)O